tert-Butyl (3-(4-(3-(3,5-dichloro-4-(3-chloropropoxy)phenyl)oxetan-3-yl)phenoxy)-2-oxopropyl)(methylsulfonyl)carbamate ClC=1C=C(C=C(C1OCCCCl)Cl)C1(COC1)C1=CC=C(OCC(CN(C(OC(C)(C)C)=O)S(=O)(=O)C)=O)C=C1